ClC(CCCl)Cl 1,1,3-trichloropropane